(2-norbornyl)methyl-(2-oxocyclohexyl)sulfonium triflate [O-]S(=O)(=O)C(F)(F)F.C12C(CC(CC1)C2)C[SH+]C2C(CCCC2)=O